3-((1H-Pyrazolo[3,4-b]pyridin-4-yl)ethynyl)-N-(3-(4-(methoxymethoxy)phenyl)-1-methyl-1H-indol-6-yl)-4-methylbenzamide N1N=CC=2C1=NC=CC2C#CC=2C=C(C(=O)NC1=CC=C3C(=CN(C3=C1)C)C1=CC=C(C=C1)OCOC)C=CC2C